FC=1C=C(C=CC1C1=NN2C(N=C(C=C2C2=NN(N=C2)C)C(=O)N2[C@@H](C3=CC=CC=C3CC2)C)=C1)N1CC(C1)CO 1-(3-fluoro-4-(5-[(1R)-1-methyl-1,2,3,4-tetrahydroisoquinoline-2-carbonyl]-7-(2-methyl-2H-1,2,3-triazol-4-yl)pyrazolo[1,5-a]pyrimidin-2-yl)phenyl)azetidine-3-methanol